COC(N(C1=CC=C(C=C1)OC(F)(F)F)C(=O)Cl)=O chloroformyl-[4-(trifluoromethoxy)phenyl]carbamic acid methyl ester